7-(4-methoxy-3-(methoxycarbonyl)phenyl)-5-oxa-6-azaspiro[3.4]oct-6-ene-2-carboxylic acid COC1=C(C=C(C=C1)C1=NOC2(CC(C2)C(=O)O)C1)C(=O)OC